4-methyloctahydroquinoline CC1CCNC2=CCCCC12